NC=1C2=C(N=CN1)N(C=C2C#CC=2C(=CC(=C(C2)NC(=O)N2OCC[C@@H]2C2=CC(=CC=C2)F)F)C)CC (R)-N-(5-((4-amino-7-ethyl-7H-pyrrolo[2,3-d]pyrimidin-5-yl)ethynyl)-2-fluoro-4-methylphenyl)-3-(3-fluorophenyl)isoxazolidin-2-carboxamide